ClC1=CC=C(C(=N1)N1CCOCC1)O[C@H](C)C=1C=C(C=C2C(C(=C(OC12)C=1C=NC=CC1)C)=O)C 8-[(1R)-1-[(6-Chloro-2-morpholino-3-pyridyl)oxy]ethyl]-3,6-dimethyl-2-(3-pyridyl)chromen-4-one